F.F.OCCN(CCCN(CCO)CCO)CCCCCCCCCCCCCCCCCC 2,2'-[[3-[(2-hydroxyethyl)octadecylamino]propyl]imino]bis-ethanol, dihydrofluoride